FC(CN1N=C2N(C(N([C@@H](C2=C1)C)C1CCN(CC1)C1=C(C=CC=C1C)F)=O)CC1=C(C=CC=C1)C(F)(F)F)(C)F (R)-2-(2,2-difluoro-propyl)-5-[1-(2-fluoro-6-methyl-phenyl)-piperidin-4-yl]-4-methyl-7-(2-trifluoromethyl-benzyl)-2,4,5,7-tetrahydro-pyrazolo[3,4-d]pyrimidin-6-one